(S)-3-((3-(3-chlorophenethyl)-3-(ethoxy-methyl)pyrrolidin-1-yl)methyl)pyridine ClC=1C=C(CC[C@]2(CN(CC2)CC=2C=NC=CC2)COCC)C=CC1